ClC1=NC=C(C(=O)NC)C(=C1)NC1=CSC2=C1C(N(C=C2)CC)=O 6-Chloro-4-((5-ethyl-4-oxo-4,5-dihydrothieno[3,2-c]pyridin-3-yl)amino)-N-methylnicotinamide